1-fluoro-4-nitro-2-(prop-1-en-2-yl)benzene FC1=C(C=C(C=C1)[N+](=O)[O-])C(=C)C